N-(3-(5-(2-cyclopropylpyrimidin-5-yl)-1H-pyrazolo[3,4-b]pyridine-3-carbonyl)-2,4-difluorophenyl)-1-phenylmethanesulfonamide C1(CC1)C1=NC=C(C=N1)C=1C=C2C(=NC1)NN=C2C(=O)C=2C(=C(C=CC2F)NS(=O)(=O)CC2=CC=CC=C2)F